ClC1=CC=C(OCCCN2C[C@@H]3[C@@H](N4CC(NC=5C=CC=C3C45)=O)CC2)C=C1 (6bR,10aS)-8-(3-(4-chlorophenoxy)propyl)-6b,7,8,9,10,10a-hexahydro-1H-pyrido[3',4':4,5]pyrrolo[1,2,3-de]quinoxalin-2(3H)-one